3-(9-((4-(aminomethyl)-2,6-dimethylphenyl)carbamoyl)-4,5-dihydrobenzo[b]thieno[2,3-d]oxepin-8-yl)-6-(benzylcarbamoyl)picolinic acid NCC1=CC(=C(C(=C1)C)NC(=O)C1=CC2=C(OCCC3=C2SC=C3)C=C1C=1C(=NC(=CC1)C(NCC1=CC=CC=C1)=O)C(=O)O)C